(R)-2-(6-methylpyridin-2-yl)morpholine-5,5-d2 CC1=CC=CC(=N1)[C@H]1CNC(CO1)([2H])[2H]